C(=C)C1=CC=C(C(=O)OCC2(COC=3C(OC2)=CSC3)COC(C3=CC=C(C=C3)C=C)=O)C=C1 {3-[(4-ethenylbenzoyloxy)methyl]-2H,3H,4H-thieno[3,4-b][1,4]dioxepin-3-yl}methyl 4-ethenylbenzoate